CC1=C(C=2N(N=C1N1CC=3C=C(C=NC3CC1)C=1C(=NC=CC1)C)C(C=CN2)=O)C 8,9-dimethyl-7-(3-(2-methylpyridin-3-yl)-7,8-dihydro-1,6-naphthyridin-6(5H)-yl)-4H-pyrimido[1,2-b]pyridazin-4-one